3-(tetrazol-5-yl)triazole N1N=NN=C1N1N=NC=C1